FC(C1CC(C1)(O)C=1SC2=NC(=CC=C2N1)C1=CC=2C(N=C1)=NN(C2)C)F trans-3-(difluoromethyl)-1-(5-(2-methyl-2H-pyrazolo[3,4-b]pyridin-5-yl)thiazolo[5,4-b]pyridin-2-yl)cyclobutanol